N(=NC(C(=O)[O-])(C)C)C(C(=O)OC)(C)C methyl 2,2'-azobisisobutyrate